BrC=1C=2N(C=CC1)N=CC2C(NC(=O)C2[C@@H]1C(C1CN2C([C@H]([C@@H](C)OC)NC(C(F)(F)F)=O)=O)(C)C)C#N (S)-N-[(4-bromopyrazolo[1,5-a]pyridin-3-yl)-cyano-methyl]-3-[(2S,3R)-3-methoxy-2-[(2,2,2-trifluoroacetyl)amino]butanoyl]-6,6-dimethyl-3-azabicyclo[3.1.0]hexane-2-carboxamide